C12(CC3CC(CC(C1)C3)C2)C=2N(C3=CC=CC=C3C2P(C(C)C)C(C)C)C 2-(1-adamantyl)-3-(diisopropylphosphino)-1-methyl-1H-indole